C(C)(C)C1=NC(=CC(=C1)N1CC(C1)N(C)C)N1N=CC=2C(=NC(=CC21)C=2C=NC=CC2OC)C 1-(2-Isopropyl-6-(6-(4-methoxypyridin-3-yl)-4-methyl-1H-pyrazolo[4,3-c]pyridin-1-yl)pyridin-4-yl)-N,N-dimethylazetidin-3-amine